CCCCCCCCC(CCCCCCCC)OC(CCCCN(CCCCCCCCCC(=O)OCCCCC)CCCNC1=C(C(C1=O)=O)NC)=O Pentyl 10-((5-(heptadecan-9-yloxy)-5-oxopentyl)(3-((2-(methylamino)-3,4-dioxocyclobut-1-en-1-yl)amino)propyl)amino)decanoate